3-(4-(2,2-difluoro-1-methylcyclopropyl)phenyl)-1-((2-(isopropylamino)pyridin-4-yl)methyl)-5,5-dimethylimidazolidine-2,4-dione FC1(C(C1)(C)C1=CC=C(C=C1)N1C(N(C(C1=O)(C)C)CC1=CC(=NC=C1)NC(C)C)=O)F